(7R,14R)-11-(4-(dimethylphosphoryl)-3-fluorophenyl)-1-ethynyl-6-(methyl-d3)-6,7-dihydro-7,14-methanobenzo[f]benzo[4,5]imidazo[1,2-a][1,4]diazocin-5(14H)-one CP(=O)(C)C1=C(C=C(C=C1)C1=CC2=C(N=C3N2[C@H]2C4=C(C(N([C@@H]3C2)C([2H])([2H])[2H])=O)C=CC=C4C#C)C=C1)F